tetra-(pentafluorophenyl)-porphyrin FC1=C(C(=C(C(=C1C1=C2C=CC(C(=C3C=CC(=C(C=4C=CC(=C(C5=CC=C1N5)C5=C(C(=C(C(=C5F)F)F)F)F)N4)C4=C(C(=C(C(=C4F)F)F)F)F)N3)C3=C(C(=C(C(=C3F)F)F)F)F)=N2)F)F)F)F